6-chloro-[1,2,4]triazolo[1,5-a]pyrazine ClC=1N=CC=2N(C1)N=CN2